1-benzhydryl-3-methylazetidin-3-ylmethylsulfonate C(C1=CC=CC=C1)(C1=CC=CC=C1)N1CC(C1)(C)CS(=O)(=O)[O-]